1-(3-oxetanyl)-1H-pyrazol-4-amine O1CC(C1)N1N=CC(=C1)N